O[Si](O[Si](O[Si](O[Si](C)(C)C)(C)CCC(F)(F)F)(C)CCC(F)(F)F)(C)CCC(F)(F)F 1-hydroxy-1,3,5-tris(3,3,3-trifluoropropyl)-1,3,5,7,7,7-hexamethyl-tetrasiloxane